C1CN(CCN1)CC(=O)N piperazineacetamide